2,6-dibromo-4,8-bis(2-methoxyethoxy)benzo[1,2-b:4,5-b']Dithiophene 1,1,5,5-tetraoxide BrC1=CC=2C(S1(=O)=O)=C(C1=C(S(C(=C1)Br)(=O)=O)C2OCCOC)OCCOC